5-(2,4-dichloro-5,6,7,8-tetrahydroquinazolin-7-yl)-4-methylthiazole ClC1=NC=2CC(CCC2C(=N1)Cl)C1=C(N=CS1)C